ClC=1C=CC2=C(C[C@@H](CC=3N2C(=NN3)[C@@H]3CC[C@H](CC3)OC3=NC=CC=C3)NC(C(F)(F)F)=O)C1 N-{(5S)-8-Chloro-1-[trans-4-(pyridin-2-yloxy)cyclohexyl]-5,6-dihydro-4H-[1,2,4]triazolo[4,3-a][1]benzazepin-5-yl}-2,2,2-trifluoroacetamid